2-allylsulfanyl-1-(2-chlorophenyl)ethan-1-one C(C=C)SCC(=O)C1=C(C=CC=C1)Cl